C(C1=CC=CC=C1)(C1=CC=CC=C1)N1CCN(CCC1)C(=O)C=1C(=C2CN(C(C2=CC1)=O)C1C(NC(CC1)=O)=O)F 3-(5-(4-benzhydryl-1,4-diazepane-1-carbonyl)-4-fluoro-1-oxoisoindolin-2-yl)piperidine-2,6-dione